5-bromo-2-((4-(methylsulfonyl)-1H-pyrazol-1-yl)methyl)benzonitrile BrC=1C=CC(=C(C#N)C1)CN1N=CC(=C1)S(=O)(=O)C